C(C)OC(C(C(CC)=O)=C(C)OCC)=O 1-ethoxyethylidene-3-oxo-pentanoic acid ethyl ester